C(CCCCCCCCC)N(C)CC1=CC=C(C=C1)OC decyl-(4-methoxy-benzyl)-methyl-amine